2-(methylamino)ethan-1-one CNCC=O